C1(CC1)C1=CC(=C(NC2=C(C(=O)NOC)C=C(C(=C2F)F)CC2=C(C(=NC=C2)NS(NC)(=O)=O)F)C=C1)F 2-(4-Cyclopropyl-2-fluoroanilino)-3,4-difluoro-5-[[3-fluoro-2-(methylsulfamoylamino)pyridin-4-yl]methyl]-N-methoxybenzamide